ClC=1C=C(C=CC1)N1CCN(C2=CC=CC=C12)C(C(C)N1CCCC1)=O 1-(4-(3-Chlorophenyl)-3,4-dihydroquinoxalin-1(2H)-yl)-2-(pyrrolidin-1-yl)propan-1-one